(phenylsulfonyl)-1H-indole-6-carboxamide C1(=CC=CC=C1)S(=O)(=O)N1C=CC2=CC=C(C=C12)C(=O)N